CC1=C(C=CC(=N1)C(=O)NC([2H])([2H])[2H])N1CCN(CC1)CC=1C=C2NC(C=NC2=CC1)=O 6-methyl-N-(methyl-d3)-5-(4-((3-oxo-4H-quinoxalin-6-yl)methyl)piperazin-1-yl)pyridine-2-carboxamide